CNC1=CC2=C(OCCO2)C=C1 N-methyl-2,3-dihydro-1,4-benzodioxin-6-amine